NCCCCCCCCCCCCN(CCN(CCCCCCCCCCCCN)CCCCCCCCCCCCN)CCCCCCCCCCCCN N,N,N',N'-tetrakis-(12-aminododecyl)ethylenediamine